[SnH2]1NNCC1 3,2-diazastannolidin